Methyl (S)-3-(5-(2-methyl-6-(pent-4-en-1-yloxy)phenyl)pyridin-3-yl)-3-((S)-2-(2-oxopyridin-1(2H)-yl)pent-4-enamido)propanoate CC1=C(C(=CC=C1)OCCCC=C)C=1C=C(C=NC1)[C@H](CC(=O)OC)NC([C@H](CC=C)N1C(C=CC=C1)=O)=O